C(C)OS(=O)(=O)[O-] ethylSulfate